benzyl (2R,3S)-3-(5-azaspiro[2.4]heptane-5-carbonyl)-2-[(2S,4R)-2-[(1-methylindazol-5-yl)methylcarbamoyl]-4-(p-tolylmethyl)pyrrolidine-1-carbonyl]piperidine-1-carboxylate C1CC12CN(CC2)C(=O)[C@@H]2[C@@H](N(CCC2)C(=O)OCC2=CC=CC=C2)C(=O)N2[C@@H](C[C@H](C2)CC2=CC=C(C=C2)C)C(NCC=2C=C1C=NN(C1=CC2)C)=O